C1=CC=CC=2C3=CC=CC=C3C(C12)COC(=O)N[C@H](C(=O)OC(C)(C)C)CCC1=CC(=C(C=C1)C(NC)=O)OC tert-butyl (S)-2-((((9H-fluoren-9-yl)methoxy)carbonyl)amino)-4-(3-methoxy-4-(methylcarbamoyl)phenyl)butanoate